methyl 3-methyl-5-oxo-5H-thiazolo[3,2-a]pyridine-7-carboxylate CC1=CSC=2N1C(C=C(C2)C(=O)OC)=O